C(C)(=O)N1C(SC[C@H]1C(=O)OC1C(CC2C3CCC4=CC(C=C(C4(C3CCC12C)C)O)=O)C)(C)C hydroxy-10,13,16-trimethyl-3-oxo-6,7,8,9,10,11,12,13,14,15,16,17-dodecahydro-3H-cyclopenta[a]phenanthrene-17-yl (R)-3-acetyl-2,2-dimethylthiazolidine-4-carboxylate